tert-butyl 4-(4-(4-(piperazin-1-yl)pyrrolo-[1,2-b]pyridazin-6-yl)phenyl)piperidine-1-carboxylate N1(CCNCC1)C=1C=2N(N=CC1)C=C(C2)C2=CC=C(C=C2)C2CCN(CC2)C(=O)OC(C)(C)C